ClC=1C(=C(C=CC1)N1CC(C2(CC1)C=1C=CC(=NC1C(NC2)=O)C=2C(=NC=CC2)OCC)CC)C(F)(F)F 1'-[3-chloro-2-(trifluoromethyl)phenyl]-2-(2-ethoxypyridin-3-yl)-3'-ethylspiro[6,7-dihydro-1,7-naphthyridine-5,4'-piperidine]-8-one